FC=1C=C(C=C(C1)F)[C@H](C)N[S@](=O)C(C)(C)C (R)-N-((S)-1-(3,5-difluorophenyl)ethyl)-2-methylpropane-2-sulfinamide